Cl.CC=1N=CSC1C1=CC=C(C=C1)[C@H](C)N (S)-1-(4-(4-methylthiazol-5-yl)phenyl)ethane-1-amine hydrochloride